6-methyl-5-(pyridin-4-ylamino)-2-(3-(pyridin-4-ylamino)phenyl)isoindolin-1-one CC1=C(C=C2CN(C(C2=C1)=O)C1=CC(=CC=C1)NC1=CC=NC=C1)NC1=CC=NC=C1